C[C@@](C(=O)O)(CC(C)C)NC(C(F)(F)F)=O (S)-2,4-dimethyl-2-(2,2,2-trifluoroacetamido)pentanoic acid